(2S)-2-[[2-(3-chloro-4-methylsulfonyl-anilino)-5-(5-methyl-1,2,4-oxadiazol-3-yl)pyrimidin-4-yl]amino]-2-phenyl-ethanol ClC=1C=C(NC2=NC=C(C(=N2)N[C@H](CO)C2=CC=CC=C2)C2=NOC(=N2)C)C=CC1S(=O)(=O)C